8-bromo-N-(4-methoxybenzyl)-[1,2,4]triazolo[4,3-a]quinoxaline-4-amine BrC1=CC=C2N=C(C=3N(C2=C1)C=NN3)NCC3=CC=C(C=C3)OC